C(C)(C)(C)OC(=O)N[C@@H](C(=O)O)CCO (2R)-2-(tert-butoxycarbonylamino)-4-hydroxy-butanoic acid